C(C)(C)(C)C1=CC=C(C=C1)NC1=C(C2=C(C(=C(C(=C2C(=C1[2H])[2H])[2H])NC1=CC=C(C=C1)C(C)(C)C)[2H])[2H])[2H] N2,N6-bis(4-tert-butylphenyl)-naphthalen-d6-2,6-diamine